O(Cl)Cl.[Cu].[Fe] iron-copper oxychloride